2-(4,7-Diazaspiro[2.5]octan-7-yl)-7-(2,8-dimethylimidazo[1,2-b]pyridazin-6-yl)-[1,3,4]thiadiazolo[3,2-a]pyrimidin-5-on C1CC12NCCN(C2)C2=NN1C(=NC(=CC1=O)C=1C=C(C=3N(N1)C=C(N3)C)C)S2